2-(3-((S)-((1r,3S)-3-(2,2-difluoroethoxy)cyclobutyl)(4-methyl-4H-1,2,4-triazol-3-yl)methyl)phenyl)-6-(((1-methylcyclobutyl)amino)methyl)-4-(trifluoromethyl)isoindolin-1-one FC(COC1CC(C1)[C@@H](C=1C=C(C=CC1)N1C(C2=CC(=CC(=C2C1)C(F)(F)F)CNC1(CCC1)C)=O)C1=NN=CN1C)F